6-cyclopropyl-N-[2-(5,6-dimethoxypyridin-2-yl)ethyl]-N-(4-phenylbutan-2-yl)pyridine-2-carboxamide C1(CC1)C1=CC=CC(=N1)C(=O)N(C(C)CCC1=CC=CC=C1)CCC1=NC(=C(C=C1)OC)OC